2-[2-[4-[(5-Cyclopropyl-1H-pyrazol-3-yl)amino]pyrimidin-2-yl]-2-azabicyclo[2.2.2]octan-4-yl]propan-2-ol C1(CC1)C1=CC(=NN1)NC1=NC(=NC=C1)N1C2CCC(C1)(CC2)C(C)(C)O